ICCCO 3-iodopropanol